CC1=NC2=C(C=C1)C=CC3=C2N=C(C=C3)C The molecule is a member of the class of phenanthrolines that is 1,10-phenanthroline bearing two methyl substituents at positions 2 and 9. It has a role as a chelator.